4-(dimethylamino)-7-(2-oxoazetidin-1-yl)-1-phenylquinazolin-2(1H)-one CN(C1=NC(N(C2=CC(=CC=C12)N1C(CC1)=O)C1=CC=CC=C1)=O)C